COC1=CC=C(CNCC(C)N)C=C1 N1-(4-Methoxybenzyl)-1,2-propandiamin